C1(CC1)C=1NC(=NN1)C1CC2(CN(C2)C(=O)N2CC3(C2)CC(C3)NC=3N=NC(=CC3)C(F)(F)F)C1 [6-(5-cyclopropyl-4H-1,2,4-triazol-3-yl)-2-azaspiro[3.3]heptan-2-yl]-[6-[[6-(trifluoromethyl)pyridazin-3-yl]amino]-2-azaspiro[3.3]heptan-2-yl]methanone